FC(C(=O)O)(F)F.FC1=C(C(=CC(=C1)N1CCNCC1)F)C1(C(CCC1)(S(=O)(=O)N)C1=C(C=CC(=C1)F)F)C=1C(=NNC1)C1=CC=NC=C1 [2,6-difluoro-4-(piperazin-1-yl)phenyl]-3-(pyridin-4-yl)pyrazol-4-yl(2,5-difluorophenyl)cyclopentanesulfonamide trifluoroacetic acid salt